C(C)(=O)OC(CC=C)CCCCCCCC dodec-1-en-4-yl acetate